C(C)OC(CC1=C(C=CC=C1)OCC1=C(OC2=C1C=C(C=C2)Br)CO)=O 2-(2-((5-bromo-2-(hydroxymethyl)benzofuran-3-yl)methoxy)phenyl)acetic acid ethyl ester